CC1(CC1)NCC=1N=C2N(C=CC=C2C(=O)O)C1 [(1-methylcyclopropyl)amino]methylimidazo[1,2-a]pyridine-8-carboxylic acid